ClC1=C(C=C(NC=2C(=NC3=CC=CC=C3N2)NS(=O)(=O)C2=CC=CC=C2)C=C1)S(=O)(=O)N1CCOCC1 N-[3-(4-chloro-3-morpholin-4-ylsulfonylanilino)quinoxalin-2-yl]benzenesulfonamide